ethoxy-4-hydroxy-1-methyl-3-[4-(trifluoromethyl)-2-pyridyl]imidazolidin-2-one C(C)OC1(N(C(N(C1)C)=O)C1=NC=CC(=C1)C(F)(F)F)O